[Si](C1=CC=CC=C1)(C1=CC=CC=C1)(C(C)(C)C)OC1C(COC1)(C)N1CCN(CC1)C=1C=C2C=C(N=CC2=CC1Cl)NC(=O)C1CC(C1)OC N-(6-(4-(4-((tert-butyldiphenylsilyl)oxy)-3-methyltetrahydrofuran-3-yl)piperazin-1-yl)-7-chloroisoquinolin-3-yl)-3-methoxycyclobutane-1-carboxamide